2-[(1-isopropyl-1H-indol-3-yl)methyl]aniline C(C)(C)N1C=C(C2=CC=CC=C12)CC1=C(N)C=CC=C1